2-(4-chloro-N-[(2S)-4-[3-chloro-4-(trifluoromethyl)phenyl]-2-(9H-fluoren-9-ylmethoxycarbonyl-amino)butanoyl]anilino)acetic acid ClC1=CC=C(N(C([C@H](CCC2=CC(=C(C=C2)C(F)(F)F)Cl)NC(=O)OCC2C3=CC=CC=C3C=3C=CC=CC23)=O)CC(=O)O)C=C1